N-(2-(5-methoxy-1H-indol-3-yl)ethyl)-N-methylbutan-2-amine COC=1C=C2C(=CNC2=CC1)CCN(C(C)CC)C